6-(4-((4-hydroxyphenyl)(pyridin-2-yl)methyl)phenoxy)hexanoic acid OC1=CC=C(C=C1)C(C1=CC=C(OCCCCCC(=O)O)C=C1)C1=NC=CC=C1